tert-butyl 5-(5-amino-6-methyl-[1,3]dioxolo[4,5-b]pyridin-7-yl)-3-[tert-butyl(dimethyl)silyl]oxy-2,3,4,7-tetrahydroazepine-1-carboxylate NC1=C(C(=C2C(=N1)OCO2)C=2CC(CN(CC2)C(=O)OC(C)(C)C)O[Si](C)(C)C(C)(C)C)C